C(=O)(O)C1=C(C(=O)NC(C(=O)OO)CCCC)C=CC=C1 o-carboxybenzoylaminoperoxycaproic acid